CN1[C@H]2C=3N([C@@H](C4=C(C1=O)C=CC=C4C#C[Si](C(C)C)(C(C)C)C(C)C)C2)C2=C(N3)C=CC(=C2)C=2C=NC=NC2 5-((7R,14R)-6-methyl-5-oxo-1-((triisopropylsilyl)ethynyl)-5,6,7,14-tetrahydro-7,14-methanobenzo[f]benzo[4,5]imidazo[1,2-a][1,4]diazocin-11-yl)pyrimidin